FC(C(=O)N1CC(OCC1)CNC(=O)C1CNC1)(F)F N-{[4-(trifluoroacetyl)morpholin-2-yl]methyl}azetidine-3-carboxamide